1-{[2-cyclopropyl-5-(trifluoromethyl)-1H-benzimidazol-1-yl]methyl}-4-propylpyrrolidin-2-one C1(CC1)C1=NC2=C(N1CN1C(CC(C1)CCC)=O)C=CC(=C2)C(F)(F)F